4-Bromo-N-(3-methoxy-2,6-dimethylphenyl)-1-methyl-5-(trifluoromethyl)-1H-pyrazol-3-amine BrC=1C(=NN(C1C(F)(F)F)C)NC1=C(C(=CC=C1C)OC)C